NC1=C2C(=NC=N1)N(N=C2C#CC2=CC1=C(N(C=N1)CC)C=C2F)[C@@H]2CN(CC2)C(C=C)=O 1-[(3S)-3-{4-Amino-3-[2-(1-ethyl-6-fluoro-1,3-benzodiazol-5-yl)ethynyl]pyrazolo[3,4-d]pyrimidin-1-yl}pyrrolidin-1-yl]prop-2-en-1-one